C(C(C)C)N(C=1SC=C(N1)C(=O)OCC)CC1=CC(=CC=C1)OC ethyl 2-(isobutyl(3-methoxybenzyl)amino)thiazole-4-carboxylate